1,3-di-tert-butyl-imidazole tetrafluoroborate F[B-](F)(F)F.C(C)(C)(C)N1CN(C=C1)C(C)(C)C